bis(2,4,4-trimethylpentyl)phosphine oxide CC(CP(CC(CC(C)(C)C)C)=O)CC(C)(C)C